cis-8-methoxy-1,3-diazaspiro[4.5]decane-2,4-dione COC1CCC2(CC1)C(=O)NC(=O)N2